N1=C(C=CC=C1)C1=NC=CC=C1.[Pt+2] Platinum(II) 2,2'-Bipyridine